C(C)(C)(C)OC(=O)N1[C@H](CN([C@@H](C1)COC)C(CC)C1=CC=C(C=C1)C(F)(F)F)C (2s,5s)-5-(methoxymethyl)-2-methyl-4-(1-(4-(trifluoromethyl)phenyl)propyl)piperazine-1-carboxylic acid tert-butyl ester